ClC1=CC=C2C(=N1)CN(C2=O)CC(C)(C)N(C)C 2-chloro-6-(2-(dimethylamino)-2-methylpropyl)-6,7-dihydro-5H-pyrrolo[3,4-b]pyridin-5-one